BrC1=CC=CC2=C1N=C1N2C2CCC1C2 6-bromo-1,2,3,4-tetrahydro-1,4-methylenebenzo[4,5]imidazo[1,2-a]pyridine